C(C)(C)(C)OOP(OOC(C)(C)C)(O)=O di-t-butoxyphosphoric acid